COC1=C(C=NC(=C1)OC)C=O 4,6-dimethoxypyridine-3-carbaldehyde